3-((2H-spiro[benzofuran-3,4'-piperidin]-5-yl)amino)piperidine-2,6-dione N1CCC2(CC1)COC1=C2C=C(C=C1)NC1C(NC(CC1)=O)=O